C1(=CC=CC=C1)[C@H](CC1=NC=CC=C1)N (S)-1-phenyl-2-(pyridin-2-yl)ethylamine